(S)-tert-Butyl (1-(5-(1-(difluoromethyl)-4-nitro-1H-pyrazol-5-yl)pyridin-3-yl)but-3-en-1-yl)carbamate FC(N1N=CC(=C1C=1C=C(C=NC1)[C@H](CC=C)NC(OC(C)(C)C)=O)[N+](=O)[O-])F